3-fluoro-N-(4-(1,2,3,6-tetrahydropyridin-4-yl)phenyl)-5,7-dihydro-6H-pyrrolo[3,4-b]pyridine-6-carboxamide FC=1C=C2C(=NC1)CN(C2)C(=O)NC2=CC=C(C=C2)C=2CCNCC2